2-[6-[(5-chloro-3-pyridyl)methyl]-2-azaspiro[3.3]heptane-2-carbonyl]-8-oxa-2,5-diazaspiro[3.5]nonan-6-one ClC=1C=C(C=NC1)CC1CC2(CN(C2)C(=O)N2CC3(C2)NC(COC3)=O)C1